acetaldehyde O-(2-oxo-2-(4-(5-(trifluoromethyl)pyrimidin-2-yl)piperazin-1-yl)ethyl)oxime O=C(CON=CC)N1CCN(CC1)C1=NC=C(C=N1)C(F)(F)F